O=C1N(CCN(C1)CC(=O)N(CC1=CC=C(C=C1)OC)CC1=CC=C(C=C1)OC)CC(=O)N(CC1=CC=C(C=C1)OC)CC1=CC=C(C=C1)OC 2,2'-(2-oxopiperazine-1,4-diyl)bis(N,N-bis(4-methoxybenzyl)acetamide)